trifluoroethyl-ethyl carbonate C(OC(C)CC(F)(F)F)([O-])=O